ClC1=C(C=CC=C1)S(=O)[O-].[Na+] sodium o-chlorophenyl-sulfinate